CN1CCN(CCC1)C(=O)[C@H]1N(CCC1)C1=C2C(=NC=C1)NC=C2C#N 4-[(2S)-2-(4-methyl-1,4-diazacycloheptane-1-carbonyl)pyrrolidin-1-yl]-1H-pyrrolo[2,3-b]pyridine-3-carbonitrile